(-)-8-((1R,2R)-2-hydroxy-2-(methyl-d3)cyclopentyl)-6-(difluoromethyl-d)-2-((1-((methyl-d3)sulfonyl)piperidin-4-yl-3,3,4,5,5-d5)-amino)pyrido[2,3-d]pyrimidin-7(8H)-one O[C@]1([C@@H](CCC1)N1C(C(=CC2=C1N=C(N=C2)NC2(C(CN(CC2([2H])[2H])S(=O)(=O)C([2H])([2H])[2H])([2H])[2H])[2H])C([2H])(F)F)=O)C([2H])([2H])[2H]